(6-(2-hydroxyethyl)pyridin-3-yl)boronic acid OCCC1=CC=C(C=N1)B(O)O